1,2,4-Trimethylbenzol CC1=C(C=C(C=C1)C)C